C1(CC1)COC1=CC=C(N=N1)C(C(=O)N)(C)N1CC(C(CC1)(F)F)C1=CN(C(C=C1)=O)CCS(=O)(=O)C (6-(cyclopropylmethoxy)pyridazin-3-yl)-2-(4,4-difluoro-3-(1-(2-(methylsulfonyl)ethyl)-6-oxo-1,6-dihydropyridin-3-yl)piperidin-1-yl)propanamide